Methyl 9-(4-chloroanilino)-[1,3]thiazolo[5,4-f]quinazoline-2-carboximidate ClC1=CC=C(NC2=NC=NC3=CC=C4C(=C23)SC(=N4)C(OC)=N)C=C1